4-methylbenzo[B]naphthalene CC1=CC=CC2=CC3=CC=CC=C3C=C21